COCC=1C=C(C=CC1)O 3-(methoxymethyl)-phenol